FC(C(=O)O)(F)F.FC[C@H]1CN(CCN1)CC1=CC(=C(C=C1)CN1C=CC=2N=C(N=C(C21)NCCCCC)N)OC 5-[(4-{[(3R)-3-(fluoromethyl)piperazin-1-yl]methyl}-2-methoxyphenyl)methyl]-N4-pentyl-5H-pyrrolo[3,2-d]pyrimidine-2,4-diamine trifluoroacetate